(5R)-N-[(3S)-9-fluoro-2-oxo-5-phenyl-1,3-dihydro-1,4-benzodiazepin-3-yl]-5-methyl-2-(3-thienyl)-6,7-dihydro-5H-pyrazolo[5,1-b][1,3]oxazine-3-carboxamide FC1=CC=CC=2C(=N[C@@H](C(NC21)=O)NC(=O)C=2C(=NN1C2O[C@@H](CC1)C)C1=CSC=C1)C1=CC=CC=C1